COC(=O)[C@@H]1COC[C@@H](C1)O |r| (+-)-cis-5-hydroxytetrahydro-2H-pyran-3-carboxylic acid methyl ester